C(C1=CC=CC=C1)OC(=O)NCC1=C(C=C(C=C1)C1=NC=NC=2NC3=CC(=CC=C3C21)C=2CCN(CC2)C(=O)OC(C)(C)C)C tert-butyl 4-(4-(4-((((benzyloxy)carbonyl)amino)methyl)-3-methylphenyl)-9H-pyrimido[4,5-b]indol-7-yl)-3,6-dihydropyridine-1(2H)-carboxylate